(S)-1-(3-ethoxy-4-methoxyphenyl)-2-(methylsulfonyl)ethylamine-N-acetyl-L-leucine salt C(C)(=O)N[C@@H](CC(C)C)C(=O)O.C(C)OC=1C=C(C=CC1OC)[C@@H](CS(=O)(=O)C)N